(S)-6-((4-((2-hydroxy-1-phenylethyl)amino)-5-(3-methyl-1,2,4-oxadiazol-5-yl)pyridin-2-yl)amino)-1-methyl-1,2-dihydro-3H-pyrazolo[3,4-d]pyrimidin-3-one OC[C@H](C1=CC=CC=C1)NC1=CC(=NC=C1C1=NC(=NO1)C)NC1=NC=C2C(=N1)N(NC2=O)C